CN1C(CCCC1)CC(=O)NC1(CC1)COC1=NC=CC=C1C 2-(1-methylpiperidin-2-yl)-N-(1-(((3-methyl-pyridin-2-yl)oxy)methyl)cyclopropyl)acetamide